2,5-dimethyl-1,3-thiazole CC=1SC(=CN1)C